COC(C(=CCP(=O)(OCC)OCC)C)=O 4-(diethoxy-phosphoryl)-2-methyl-but-2-enoic acid methyl ester